(S)-1'-(8-((2-amino-3-chloropyridin-4-yl)thio)-2,7-dimethylimidazo[1,2-c]pyrimidin-5-yl)-1,3-dihydrospiro[indene-2,4'-piperidine]-1-amine NC1=NC=CC(=C1Cl)SC=1C=2N(C(=NC1C)N1CCC3(CC1)[C@@H](C1=CC=CC=C1C3)N)C=C(N2)C